CC1(CCC(CN1)OC1=NC=2N(C=C1)N=CC2C(C)C)C 5-((6,6-dimethylpiperidin-3-yl)oxy)-3-isopropylpyrazolo[1,5-a]pyrimidine